N-(4-methoxyphenyl)-3-oxo-2-(phenylmethylene)butanamide COC1=CC=C(C=C1)NC(C(C(C)=O)=CC1=CC=CC=C1)=O